2-(4-cyclopropyl-6-methoxypyrimidin-5-yl)-6-(4,5-dimethyl-1,2,4-triazol-3-yl)pyrido[2,3-d]pyrimidin-7-one C1(CC1)C1=NC=NC(=C1C=1N=CC=2C(N1)=NC(C(C2)C2=NN=C(N2C)C)=O)OC